CC[C@H](CC[C@@H](C)[C@H]1CC[C@H]2C3=CCC4CCCC[C@]4(C)[C@H]3CC[C@]12C)C(C)C z-stigmasta-7-ene